COC=1C=2N(C=C(N1)NC(=O)C1=CC=C(C3=CN(N=C13)C)N1CCN(CC1)C(=O)OC(C)(C)C)C=C(N2)C tert-butyl 4-[7-({8-methoxy-2-methylimidazo[1,2-a]pyrazin-6-yl}carbamoyl)-2-methylindazol-4-yl]piperazine-1-carboxylate